CC1COC2=CC(=CC(=C2C1)C)O 3,5-Dimethyl-3,4-dihydro-2H-chromen-7-ol